C12OCC(C1)(C2)CO 2-oxabicyclo[2.1.1]hexan-4-ylmethanol